C(C)(C)C1=C(C=NC2=CC=CC=C12)C(=O)NC 4-isopropyl-N-methylquinoline-3-carboxamide